2-(6-chloro-3-fluoropyridin-2-yl)propan-2-ol ClC1=CC=C(C(=N1)C(C)(C)O)F